C(#N)C(C)(C1=CN=C(N1)C1=C(C=CC(=C1)OC=1C(=C2C=CNC2=CC1F)S(=O)(=O)C)F)C=1C=C(C=CC1)CCC(=O)OCC Ethyl 3-(3-(1-cyano-1-(2-(2-fluoro-5-((6-fluoro-4-(methylsulfonyl)-1H-indol-5-yl)oxy)phenyl)-1H-imidazol-5-yl)ethyl)phenyl)propanoate